CC1=CC=C(C=C1)S(=O)(=O)OC1=CC(=C(C(=C1C)OCC1=CC=CC=C1)C=O)OS(=O)(=O)C1=CC=C(C=C1)C 5-(benzyloxy)-4-formyl-6-methyl-1,3-phenylene bis(4-methylbenzenesulfonate)